6-(2,2-difluorocyclohexyl)-4-(4-ethoxy-1H-pyrazol-1-yl)-2-(methylthio)-6,7-dihydro-5H-pyrrolo[3,4-d]pyrimidin-5-one FC1(C(CCCC1)N1CC=2N=C(N=C(C2C1=O)N1N=CC(=C1)OCC)SC)F